ethyl (2S,3S)-3-(4-chlorophenyl)-3-[1-(4-chlorophenyl)-7-fluoro-1-methoxy-5-(oxane-4-carbonyl)-3-oxo-2,3-dihydro-1H-isoindol-2-yl]-2-methylpropanoate ClC1=CC=C(C=C1)[C@H]([C@@H](C(=O)OCC)C)N1C(C2=C(C=C(C=C2C1=O)C(=O)C1CCOCC1)F)(OC)C1=CC=C(C=C1)Cl